FC=1C=C(C=CC1)C1=NC2=CC(=CC=C2C(=C1)OC)C(=C(C#N)C#N)O 2-((2-(3-fluorophenyl)-4-methoxyquinolin-7-yl)(hydroxy)methylene)malononitrile